methyl 4-((2-((tert-butoxycarbonyl)amino)ethyl)thio)-3-fluoro-2-methylbenzoate C(C)(C)(C)OC(=O)NCCSC1=C(C(=C(C(=O)OC)C=C1)C)F